C(#N)C1(CC1)C1=C(C#N)C=CC=C1 2-(1-cyanocyclopropyl)benzonitrile